2-(1-phenyl-1H-imidazole-4-carboxamido)acrylamide C1(=CC=CC=C1)N1C=NC(=C1)C(=O)NC(C(=O)N)=C